Methyl-2-(2,3-dichlorophenyl)-5-[1-(phenylsulfonyl)-1H-pyrrolo[2,3-b]pyridin-4-yl]-1-{[2-(trimethylsilyl) ethoxy] methyl}-1H-pyrrole-3-carboxylate COC(=O)C1=C(N(C(=C1)C1=C2C(=NC=C1)N(C=C2)S(=O)(=O)C2=CC=CC=C2)COCC[Si](C)(C)C)C2=C(C(=CC=C2)Cl)Cl